5-cyclopropylpyridiniumcarboxamide C1(CC1)C=1C=CC=[N+](C1)C(=O)N